CS(=O)(=O)N1CCN(CC1)CC1=CC=2N=C(N=C(C2S1)N1CC2(OCCO2)CC1)N1N=C(C=C1)C=1C=C(C=CC1)C 7-(6-((4-(methylsulfonyl)piperazin-1-yl)methyl)-2-(3-(m-tolyl)-1H-pyrazol-1-yl)thieno[3,2-d]pyrimidin-4-yl)-1,4-dioxa-7-azaspiro[4.4]nonane